CN(CCCC(=O)OC1CC(C1)(CCCCCCCC\C=C/C\C=C/CCCCC)CCCCCCCC\C=C/C\C=C/CCCCC)C 3,3-Di((9Z,12Z)-octadeca-9,12-dien-1-yl)cyclobutyl 4-(dimethylamino)butanoate